NC(CNC(OCC1=CC=CC=C1)=O)=O benzyl (2-amino-2-oxoethyl)carbamate